(S)-2-amino-2-(6-(dimethylamino)pyridin-2-yl)ethanol N[C@H](CO)C1=NC(=CC=C1)N(C)C